racemic-trans-2-[2-ethylcyclopropyl]-4,4,5,5-tetramethyl-1,3,2-dioxaborolane C(C)[C@H]1[C@@H](C1)B1OC(C(O1)(C)C)(C)C |r|